(R)-8-(4,4-difluorocyclohex-1-en-1-yl)-N-(1-hydroxybutan-2-yl)quinoline-3-carboxamide FC1(CC=C(CC1)C=1C=CC=C2C=C(C=NC12)C(=O)N[C@@H](CO)CC)F